tert-butyl 3-(4-(4,4,5,5-tetramethyl-1,3,2-dioxaborolane-2-yl)-1H-pyrazole-1-yl)azetidine-1-carboxylate CC1(OB(OC1(C)C)C=1C=NN(C1)C1CN(C1)C(=O)OC(C)(C)C)C